BrCC(=O)C1=C(N(C(=C1)CC=1N=C(SC1)C)C1=CC=C(C#N)C=C1)C 4-(3-(2-bromoacetyl)-2-methyl-5-((2-methylthiazol-4-yl)methyl)-1H-pyrrol-1-yl)benzonitrile